C1(CC1)CS(=NC(C1=CC=C(C=C1)C1=NOC(=N1)C(F)(F)F)=O)(=O)C1=C(C=CC=C1)F N-((cyclopropyl-methyl)(2-fluorophenyl)(oxo)-λ6-sulfaneylidene)-4-(5-(trifluoromethyl)-1,2,4-oxadiazol-3-yl)benzamide